ClC1=NC=C(C(=N1)C1C2(C1)CCC=1N2C2=C(N1)C(=CC=C2)F)F (2-chloro-5-fluoropyrimidin-4-yl)-5-fluoro-2,3-dihydrospiro-[benzo[d]pyrrolo[1,2-a]-imidazole-1,1'-cyclopropane]